F[P-](F)(F)(F)(F)F.N1=NN(C2=NC=CC=C21)O[P+](N2CCCC2)(N2CCCC2)N2CCCC2 (3H-1,2,3-triazolo[4,5-b]pyridin-3-oxy)tri-1-pyrrolidinyl-phosphonium hexafluorophosphate